ethyl 5-(2-fluoroethyl)isoxazole-3-carboxylate FCCC1=CC(=NO1)C(=O)OCC